ClC=1C=C(C=C(C1)Cl)C=1C(=CC=C2C(=C(C=NC12)C(=O)OCC)CC)F ethyl 8-(3,5-dichlorophenyl)-4-ethyl-7-fluoroquinoline-3-carboxylate